N1=CC=CC=2C(=CC=CC12)C(=O)N[C@@H](CCO[C@@H]1C[C@H](C1)CCC1=NC=2NCCCC2C=C1)C(=O)O N-(quinoline-5-carbonyl)-O-(trans-3-(2-(5,6,7,8-tetrahydro-1,8-naphthyridin-2-yl)ethyl)cyclobutyl)homoserine